(2,5-dihydro-1H-pyrrol-1-yl)(naphthalene-2-yl)methanone N1(CC=CC1)C(=O)C1=CC2=CC=CC=C2C=C1